C1(CCCCC1)C(C)NS(=O)(=O)C=1C=C(C=CC1)N1CC(CC1)C(=O)O 1-(3-(N-(1-cyclohexylethyl)sulfamoyl)phenyl)pyrrolidine-3-carboxylic acid